ClC1=C(C=CC=C1\C=C\C=1C=2N(C=C(C1)C=1C=NN(C1)C)N=CC2C#N)NC(C=C)=O (E)-N-(2-chloro-3-(2-(3-cyano-6-(1-methyl-1H-pyrazol-4-yl)pyrazolo[1,5-a]pyridin-4-yl)vinyl)phenyl)acrylamide